((3aR,4S,6R,6aR)-6-(((tert-butyldimethylsilyl)oxy)methyl)-2,2-dimethyltetrahydrofuro[3,4-d][1,3]dioxol-4-yl)(2-chloro-4-(cyclopentylamino)pyrrolo[2,1-f][1,2,4]triazin-7-yl)methanone [Si](C)(C)(C(C)(C)C)OC[C@H]1O[C@@H]([C@H]2[C@@H]1OC(O2)(C)C)C(=O)C2=CC=C1C(=NC(=NN12)Cl)NC1CCCC1